CN(C1C(C1)C(=O)N)C 2-(dimethylamino)cyclopropylcarboxamide